C[C@@H]1C[C@H]2[C@H]([C@@H]([C@]3([C@H]1CCC3=O)C)O)C(=C)C(=O)O2 The molecule is a sesquiterpene lactonethat is 2,3-dihydroaromaticin substituted by an alpha-hydroxy group at position 6. It has been isolated from the aerial parts of Inula hupehensis. It has a role as a metabolite, an anti-inflammatory agent and a plant metabolite. It is a gamma-lactone, a cyclic ketone, an organic heterotricyclic compound, a sesquiterpene lactone and a secondary alcohol.